C(C1=CC=CC=C1)(=O)C=1C=C(C=CC1)C(C(=O)O)C 3-benzoyl-α-methyl-benzeneacetic acid